C(C)OC(NS(=O)(=O)C1=C(C=CC=C1)C(F)(F)F)=O.CC1=CC=C(C=C1)C(C=CN(C)C)=O 1-(4-methylphenyl)-3-(dimethylamino)prop-2-en-1-one ethyl-((2-trifluoromethylphenyl)sulfonyl)carbamate